(S)-1-(6,7-dichloro-4,8-dimethoxy-1-methyl-1,3-dihydro-2H-pyrrolo[3,4-c]quinolin-2-yl)-2-hydroxyethan-1-one ClC1=C(C(=CC=2C3=C(C(=NC12)OC)CN([C@H]3C)C(CO)=O)OC)Cl